COC1=C(C=C(CNC(C(=O)O)=O)C=C1)C(F)(F)F 2-((4-methoxy-3-(trifluoromethyl)benzyl)amino)-2-oxoacetic acid